FC1=NC=CC=C1CC=1C=NN(C1)C(=O)N[C@@H]1C(N(C2=C(OC1)C=CC(=C2)C#CC2CCOCC2)C)=O (S)-4-((2-Fluoropyridin-3-yl)methyl)-N-(5-methyl-4-oxo-7-((tetrahydro-2H-pyran-4-yl)ethynyl)-2,3,4,5-tetrahydrobenzo[b][1,4]oxazepin-3-yl)-1H-pyrazol-1-carboxamid